Cl.BrC=1C=CC=C2C(=NC=NC12)N[C@H](CN1CCNCC1)C 8-bromo-N-[(2S)-1-piperazin-1-ylpropan-2-yl]quinazolin-4-amine hydrochloride